tert-butyl N-[4-(imidazole-1-carbonylamino)-1,1-bis[3-(imidazole-1-carbonylamino)propyl]butyl]carbamate N1(C=NC=C1)C(=O)NCCCC(CCCNC(=O)N1C=NC=C1)(CCCNC(=O)N1C=NC=C1)NC(OC(C)(C)C)=O